ClC=1C=C(CNCCCC(=O)NCCNC2=NC3=C(C4=CN=CC=C24)C=CC(=C3)C(=O)N)C=CC1OC(F)(F)F 5-((2-(4-((3-Chloro-4-(trifluoromethoxy)benzyl)amino)butanamido)ethyl)amino)benzo[c][2,6]naphthyridine-8-carboxamide